COC=1C=C(C=CC1OC)C=1OC2=CC(=C(C(=C2C(C1OC)=O)O)OC)O 2-(3,4-dimethoxyphenyl)-5,7-dihydroxy-3,6-dimethoxy-4H-chromen-4-one